CNC(=O)C1=CC=2C=NC=CC2N1 N-methyl-1H-pyrrolo[3,2-c]Pyridine-2-carboxamide